6-cyclopropyl-5-(trifluoromethyl)-2-pyridinecarboxylic acid C1(CC1)C1=C(C=CC(=N1)C(=O)O)C(F)(F)F